CN(CCNC1=CC=C2C=C(C(=C(C2=C1)F)N1CC(NS1(=O)=O)=O)O)C 5-(7-{[2-(dimethylamino)ethyl]amino}-1-fluoro-3-hydroxynaphthalen-2-yl)-1λ6,2,5-thiadiazolidine-1,1,3-trione